[N+](=O)([O-])C=1C=C(C=CC(=O)NC(=N)N)C=CC1 (3-Nitrocinnamoyl)guanidin